C(C)(C)(C)OC(=O)N[C@H](COC=1C=C(C(=NC1)C)C(=O)OCC)C ethyl 5-[(2S)-2-(tert-butoxycarbonylamino) propoxy]-2-methyl-pyridine-3-carboxylate